(4-Nitrophenyl) (4aR,8aS)-3-oxohexahydro-2H-pyrido[4,3-b][1,4]oxazin-6(5H)-carboxylate O=C1N[C@H]2[C@@H](OC1)CCN(C2)C(=O)OC2=CC=C(C=C2)[N+](=O)[O-]